CC1=NC=C(C=N1)[C@@H](C)NC(C1=CC(=CC(=C1)OCC#C)C=1SC(=CN1)C)=O N-[(1R)-1-(2-Methylpyrimidin-5-yl)ethyl]-3-(5-methyl-1,3-thiazol-2-yl)-5-(prop-2-yn-1-yloxy)benzamide